5-[(2-bromo-3-methoxy-4-pyridyl)methyl]-N-(4-chloro-2-fluoro-phenyl)-4-methyl-pyridin-3-amine BrC1=NC=CC(=C1OC)CC=1C(=C(C=NC1)NC1=C(C=C(C=C1)Cl)F)C